6-Bromo-N-(3-Methoxy-5-(4-Methyl-1H-imidazol-1-yl)phenyl)quinolin-4-amine BrC=1C=C2C(=CC=NC2=CC1)NC1=CC(=CC(=C1)N1C=NC(=C1)C)OC